N-(cyclopropylsulfonyl)-4-((S)-1-((R)-2-((4-fluorobenzyl)oxy)-3-methylbutanamido)ethyl)benzamide C1(CC1)S(=O)(=O)NC(C1=CC=C(C=C1)[C@H](C)NC([C@@H](C(C)C)OCC1=CC=C(C=C1)F)=O)=O